5-bromo-2-(2-methyl-2H-tetrazole-5-yl)pyridine BrC=1C=CC(=NC1)C=1N=NN(N1)C